(4R)-2-{[(2S)-1,4-dioxan-2-yl]methyl}-4-methyl-N-[(5-methylpyrimidin-2-yl)methyl]-8-(trifluoromethyl)-4,5-dihydro-2H-furo[2,3-g]indazole-7-carboxamide O1[C@H](COCC1)CN1N=C2C3=C(C[C@H](C2=C1)C)OC(=C3C(F)(F)F)C(=O)NCC3=NC=C(C=N3)C